FC1(CC2(C1)C[C@H](N(CC2)CC2=C1C=CNC1=C(C=C2OC)C)C=2C=NC(=C(C2)F)OCC2COC2)F (S)-2,2-difluoro-6-(5-fluoro-6-(oxetan-3-ylmethoxy)pyridin-3-yl)-7-((5-methoxy-7-methyl-1H-indol-4-yl)methyl)-7-azaspiro[3.5]nonane